C(C1=CC=CC=C1)(=O)ON=NC1=CC=C(C=C1)OCCCCCCl ((4-(5-chloropentoxy) phenyl) diazenyl) benzoate